CC1=NC2=CC=CC(=C2C(N1C1C(NC(CC1)=O)=O)=O)NCC1=CC=C(C=C1)CCCN1CCCCC1 3-(2-methyl-4-oxo-5-((4-(3-(piperidin-1-yl)propyl)benzyl)amino)quinazolin-3(4H)-yl)piperidine-2,6-dione